C(C)O[Si](OCC)(OCC)CN1CNCCC1 1-(Triethoxysilylmethyl)hexahydro-1,3-diazin